2-[6,7-dichloro-3-iodo-1-(2-trimethylsilylethoxymethyl)indol-4-yl]oxyacetonitrile ClC1=CC(=C2C(=CN(C2=C1Cl)COCC[Si](C)(C)C)I)OCC#N